C=1N=CN2C1C1=CC=CC=C1C2C2C(C1(C2)CCNCC1)O 2-(5H-imidazo[5,1-a]isoindol-5-yl)-7-azaspiro[3.5]nonan-1-ol